2-propenoic acid, 9,9-dimethoxy-4-oxo-3,10-dioxa-5-aza-9-silaundec-1-yl ester C(C=C)(=O)OCCOC(NCCC[Si](OC)(OC)OC)=O